C(CCCC=C)[SiH](C)C 5-hexeneyldimethylsilane